ethyl 4-{3-chloro-4-[(3,5-difluoropyridin-2-yl)methoxy]-3'-fluoro-5',6-dimethyl-2-oxo-[1,4'-bipyridin]-2'-yl}pyrimidine-2-carboxylate ClC=1C(N(C(=CC1OCC1=NC=C(C=C1F)F)C)C1=C(C(=NC=C1C)C1=NC(=NC=C1)C(=O)OCC)F)=O